COC=1C(NC(NC1CCC)=S)=O 5-methoxy-6-n-propyl-2-thiouracil